BrC1=NC2=C3C(C(NCC(N13)CC)=O)=CC(=C2)F 1-bromo-9-ethyl-4-fluoro-8,9-dihydro-2,7,9a-triazabenzo[cd]azulen-6(7H)-one